N1=C(C=CC=C1)C=1N=NN(C1)C1=NC=CC=N1 2-[4-(pyridin-2-yl)-1,2,3-triazol-1-yl]pyrimidine